ONC(\C=C\C1=C(C=CC=C1)N1CCN(CC1)C(=O)C1(CCC1)C1=CC=CC=C1)=O (E)-N-hydroxy-3-(2-(4-(1-phenylcyclobutane-1-carbonyl)piperazin-1-yl)phenyl)acrylamide